(R)-3-((3-(4-amino-2-cyclopropylpyrido[3,2-d]pyrimidin-6-yl)phenyl)ethynyl)-3-hydroxy-1-methylpyrrolidin-2-one NC=1C2=C(N=C(N1)C1CC1)C=CC(=N2)C=2C=C(C=CC2)C#C[C@]2(C(N(CC2)C)=O)O